C(#N)C=1C=NC(=NC1)N[C@H](C(=O)O)CCN(CCCCC1=NC=2NCCCC2C=C1)CCOC1=CC(=CC(=C1)F)F (S)-2-((5-cyanopyrimidin-2-yl)amino)-4-((2-(3,5-difluorophenoxy)ethyl)(4-(5,6,7,8-tetrahydro-1,8-naphthyridin-2-yl)butyl)amino)butanoic acid